2-(2-aminothiazole-4-yl)acetamide NC=1SC=C(N1)CC(=O)N